N=1C=CN2C1N=CC(=C2)C=2C=CN1N=C(N=C(C12)OC([2H])([2H])[2H])NC1CCC2(COC2)CC1 5-(imidazo[1,2-a]pyrimidin-6-yl)-4-(methoxy-d3)-N-(2-oxaspiro[3.5]nonan-7-yl)pyrrolo[2,1-f][1,2,4]triazin-2-amine